OCC(=O)N(CC=1SC(=CC1)C(CSC=1C2=C(N=C(N1)C(F)(F)F)N=CC=C2)=O)C 2-hydroxy-N-methyl-N-((5-(2-((2-(trifluoromethyl)pyrido[2,3-d]pyrimidin-4-yl)thio)acetyl)thiophen-2-yl)methyl)acetamide